P(=O)(O)(O)OCC(O)COP(=O)(O)O glycerol 1,3-diphosphate